N1CC(CC1)C(C)(C)OCCC=1C=C2C(=CNC2=CC1)NC(C)=O N-(5-(2-((2-(pyrrolidin-3-yl)propan-2-yl)oxy)ethyl)-1H-indol-3-yl)acetamide